BrC1=CC(=C(O[C@H](C(=O)O)CC)C=C1)C1=NOC=C1 (2S)-2-[4-bromo-2-(1,2-oxazol-3-yl)phenoxy]butanoic acid